ethyl N-acetyl-S-(2,5,5-trimethyl bicyclo[2.2.1]heptan-2-yl)cysteinate C(C)(=O)N[C@@H](CSC1(C2CC(C(C1)C2)(C)C)C)C(=O)OCC